Tert-butyl 8-(2-amino-5-bromo-anilino)octanoate NC1=C(NCCCCCCCC(=O)OC(C)(C)C)C=C(C=C1)Br